[N+](=O)([O-])C=1C=C(C(C(=O)O)=CC1)NC1=CC=CC=C1 4-Nitro-N-phenylanthranilic acid